COC1=C(C=C(C=C1)C=1C=NC=C(C1)C=1OC=CN1)O 2-methoxy-5-(5-(oxazol-2-yl)pyridin-3-yl)phenol